C(C1=CC=CC=C1)N1C(C(C2=CC(=CC=C12)OC)=O)=O Benzyl-5-methoxyindoline-2,3-dione